pyridine formylacetate C(=O)CC(=O)O.N1=CC=CC=C1